ClC=1N(C(C=2NC(=NC2N1)C=1C=NC(=CC1)Cl)=O)CCC 2-Chloro-8-(6-chloro-pyridin-3-yl)-1-propyl-1,7-dihydro-purin-6-one